COC(=O)C1C(C1)C1=CC(=C(C=C1)N)NC[C@H]1OCC1 2-(4-amino-3-((((S)-oxetan-2-yl)methyl)amino)phenyl)cyclopropane-1-carboxylic acid methyl ester